C1[C@@H](NC(=O)O1)C2=CC=CC=C2 (S)-(+)-4-phenyl-2-oxazolidinone